COC1CCC(CC1)C=1N=CC2=C(N1)C(=CN=C2)C2=CC=C1C=NCN(C1=C2)N2CCOCC2 ((1R,4R)-4-methoxycyclohexyl)-8-(1-morpholinoquinazolin-7-yl)pyrido[4,3-d]pyrimidine